N-(1-(2,4-bis(trifluoromethyl)benzyl)-5-methyl-1H-pyrazol-4-yl)-3-(furan-2-yl)acrylamide FC(C1=C(CN2N=CC(=C2C)NC(C=CC=2OC=CC2)=O)C=CC(=C1)C(F)(F)F)(F)F